N1-ethyl-4-fluorobenzene-1,2-diamine C(C)NC=1C(=CC(=CC1)F)N